N1(CCC1)C1=CC(=NC=C1)C=1C=CC=2N(C1)C=C(N2)CCl 4-(azetidin-1-yl)-2-[2-(chloromethyl)imidazo[1,2-a]pyridin-6-yl]pyridine